C(CCCN1C(C=CC1=O)=O)N1C(C=CC1=O)=O 1,1'-(butane-1,4-diyl)bis(1H-pyrrole-2,5-dione)